n-octadecyl 3-(3,5-di-t-butyl-4-hydroxyphenyl)-propionate C(C)(C)(C)C=1C=C(C=C(C1O)C(C)(C)C)CCC(=O)OCCCCCCCCCCCCCCCCCC